C[C@@H]1N(CCOC1)C=1N=CC(=C2C1OC(=C2)C)CN2C[C@H](NCC2)C2=C(C=CC=C2)C (3S)-3-methyl-4-(2-methyl-4-{[(3R)-3-(2-methylphenyl)piperazin-1-yl]methyl}furo[2,3-c]pyridin-7-yl)morpholine